C1(CCC1)SC1=NC=CC=C1C1=CC=C(C=C1)N1N=CC(=C1)CC(=O)O 2-[1-[4-(2-cyclobutylthio-3-pyridyl)phenyl]pyrazol-4-yl]acetic acid